((1,4-Dioxan-2-yl)methoxy)-2-((3-methyloxetan-3-yl)ethynyl)-4,5-dihydro-7H-Thieno[2',3':3,4]pyrido[1,2-c]pyrimidin-7-one O1C(COCC1)COC1=C(SC2=C1CCN1C(N=CC=C12)=O)C#CC1(COC1)C